COP([O-])[O-].CN1C=[N+](C=C1)C.CN1C=[N+](C=C1)C 1,3-dimethylimidazolium methylphosphite